C(C)(C)C1C(NC2=C(CN1C(=O)N(C)C)C=CC=C2)=O 3-isopropyl-N,N-dimethyl-2-oxo-1,2,3,5-tetrahydro-4H-benzo[1,4]diazepine-4-carboxamide